C1(CC1)C1=NC=C(C=N1)C=1N=C2SCCCN2C(C1C#N)=O 8-(2-cyclopropyl-pyrimidin-5-yl)-6-oxo-2H,3H,4H,6H-pyrimido[2,1-b][1,3]thiazine-7-carbonitrile